FC(CC(CO)O)(C(C(F)(F)F)(F)F)F 4,4,5,5,6,6,6-heptafluorohexane-1,2-diol